tricyclo[7.4.0.02,6]tridecane C12C3CCCC3CCC2CCCC1